7-benzyl-4-[(2-methylphenyl)methyl]-2,4,6,7,8,9-hexahydroimidazo[1,2-a]pyrido[3,4-e]pyrimidin-5(1H)-one C(C1=CC=CC=C1)N1CC=2C(N(C=3N(C2CC1)CCN3)CC3=C(C=CC=C3)C)=O